CCC(CC)N1N=CC(=C1)C=1C=2N(C=C(N1)C=1C=NN(C1)C1CCNCC1)N=CC2 4-(1-(pent-3-yl)-1H-pyrazol-4-yl)-6-(1-(piperidin-4-yl)-1H-pyrazol-4-yl)pyrazolo[1,5-a]pyrazine